FC(C)(C)C=1N(C=CN1)CC1=CC=C(C=C1)C=1N=C(SC1S(=O)(=O)NC(OC)=O)CC(C)C Methyl ((4-(4-((2-(2-fluoropropan-2-yl)-1H-imidazol-1-yl)methyl)phenyl)-2-isobutylthiazol-5-yl)sulfonyl)carbamate